ClC1=CC=C(C=C1)N1CCN(CC1)C1=CC(=C(C=C1F)NC1C(NC(CC1)=O)=O)OC 3-((4-(4-(4-Chlorophenyl)piperazin-1-yl)-5-fluoro-2-methoxyphenyl)amino)piperidine-2,6-dione